C1[C@@H]2[C@H](CN1C1=CC=C(CNC=3N=NC(=CC3)OCC=3C=NC(=CC3)C(F)(F)F)C=C1)[C@@H]1[C@H]2CNC1 N-(4-((3aR,3bS,6aR,6bS)-octahydrocyclobuta[1,2-c:3,4-c']dipyrrol-2(1H)-yl)benzyl)-6-((6-(trifluoromethyl)pyridin-3-yl)methoxy)pyridazin-3-amine